Caproaldehyde C(CCCCC)=O